NC=1C=2N(C=CN1)C(=NC2C2=C(C=C(C(=O)NC1=NC=CC(=C1)CCC)C=C2)C)[C@H]2N(CCC2)C(\C=C\COC)=O 4-(8-amino-3-((S)-1-((E)-4-methoxybut-2-enoyl)pyrrolidin-2-yl)imidazo[1,5-a]pyrazin-1-yl)-3-methyl-N-(4-propylpyridin-2-yl)benzamide